(R)-10-methyl-3-(6-(3,3,3-trifluoroprop-1-en-2-yl)pyrazin-2-yl)-9,10,11,12-tetrahydro-8H-[1,4]diazepino[5',6':4,5]thieno[3,2-f]quinolin C[C@H]1NCC2=C(C=3C=4C=CC(=NC4C=CC3S2)C2=NC(=CN=C2)C(=C)C(F)(F)F)NC1